(8-(5-((3-cyclopentyl-1H-pyrazol-1-yl)methyl)-1,2,4-oxadiazol-3-yl)-2,6-diazaspiro[3.4]octan-2-yl)((S)-2,2-dimethylcyclopropyl)methanone C1(CCCC1)C1=NN(C=C1)CC1=NC(=NO1)C1CNCC12CN(C2)C(=O)[C@@H]2C(C2)(C)C